N-{3-[({2-[(3,4-dimethoxyphenyl)amino]-5-(trifluoromethyl)pyrimidin-4-yl}amino)methyl]pyridin-2-yl}-N-methylmethane-sulfonamide COC=1C=C(C=CC1OC)NC1=NC=C(C(=N1)NCC=1C(=NC=CC1)N(S(=O)(=O)C)C)C(F)(F)F